ClC1=C(C=C(C#N)C=C1)C=1NC2=CC(=C(C(=C2C(C1)=O)F)N1CCS(CC1)(=O)=O)F 4-chloro-3-(6-(1,1-dioxido-thiomorpholino)-5,7-difluoro-4-oxo-1,4-dihydroquinolin-2-yl)benzonitrile